BrC1=CC=C(C=C1)C1=NN(C=C1)\C(=C/C(=O)OCC)\C1=CC=CC=C1 ethyl (Z)-3-(3-(4-bromophenyl)-1H-pyrazol-1-yl)-3-phenylacrylate